FC=1C=C(C=2C3=C(N(C2C1)CCC(=O)NO)C=CC=N3)F 3-(7,9-difluoro-5H-pyrido[3,2-b]indol-5-yl)-N-hydroxypropionamide